C(C)(C)(C)N1N=C(C=C1)C(=O)NCC1=C(C=C(C=C1)C=1C=2N(C=C(N1)C=1C=NN(C1)C)N=CC2)F 1-(tert-butyl)-N-(2-fluoro-4-(6-(1-methyl-1H-pyrazol-4-yl)pyrazolo[1,5-a]pyrazin-4-yl)benzyl)-1H-pyrazole-3-carboxamide